N-(2-isopropyl-5-methylcyclohexyl)-[1,1'-biphenyl]-4-carboxamide C(C)(C)C1C(CC(CC1)C)NC(=O)C1=CC=C(C=C1)C1=CC=CC=C1